N1N=CC2=CC(=CC=C12)C#CC1=NC(=NC=C1)C1=NC(=NC=C1)NCC=1C(=NC=CC1Cl)F ((1H-indazol-5-yl)ethynyl)-N-((4-chloro-2-fluoropyridin-3-yl)methyl)-[2,4'-bipyrimidin]-2'-amine